The molecule is a glycosyloxyflavone that is kaempferol having two beta-D-glucosyl residues attached at positions O-3 and O-7. It has a role as a plant metabolite. It is a dihydroxyflavone, a beta-D-glucoside, a monosaccharide derivative, a polyphenol and a kaempferol O-glucoside. C1=CC(=CC=C1C2=C(C(=O)C3=C(C=C(C=C3O2)O[C@H]4[C@@H]([C@H]([C@@H]([C@H](O4)CO)O)O)O)O)O[C@H]5[C@@H]([C@H]([C@@H]([C@H](O5)CO)O)O)O)O